tert-butyl 4-(dimethylcarbamoyl)-2-azabicyclo[2.1.1]hexane-2-carboxylate CN(C(=O)C12CN(C(C1)C2)C(=O)OC(C)(C)C)C